5-cyanothiazolamine C(#N)C1=CN=C(S1)N